FC(C(=O)O)(F)F.FC[C@@H]1[C@@H](NC1)C (2S,3S)-3-(fluoromethyl)-2-methyl-azetidine 2,2,2-trifluoroacetate